4-(3-butenyl-sulfonyl)phenylboronic acid C(CC=C)S(=O)(=O)C1=CC=C(C=C1)B(O)O